ClC=1C=CC2=C(N(C3=C(N(C2=O)CCOCC#C)C=CC=C3)CCCCNC/C=C/C(=O)OCC)C1 Ethyl (E)-4-{[4-(3-chloro-10-[2-(prop-2-yn-1-yloxy)ethyl]-11-oxo-10,11-dihydro-5H-dibenzo[b,e][1,4]diazepin-5-yl)butyl]amino}but-2-enoate